2',3,3'',5'-tetramethoxy-[1,1':4',1''-terphenyl]-4,4''-dicarboxylic acid COC1=C(C=C(C(=C1)C1=CC(=C(C=C1)C(=O)O)OC)OC)C1=CC(=C(C=C1)C(=O)O)OC